FC1=C(C(=O)N[C@H]2CNCC2)C=CC=C1 2-fluoro-N-[(3R)-pyrrolidin-3-yl]benzamide